(1R,4r)-4-((R)-3-(2-isopropoxyphenyl)piperazin-1-yl)-1-methylcyclohexan-1-ol C(C)(C)OC1=C(C=CC=C1)[C@@H]1CN(CCN1)C1CCC(CC1)(O)C